C(C1=C(C=CC(=C1)C(C(C(C(C(C(F)(F)F)(F)F)(F)F)(F)F)(F)F)(F)F)O)C1=C(C=CC(=C1)C(C(C(C(C(C(F)(F)F)(F)F)(F)F)(F)F)(F)F)(F)F)O 2,2'-methylenebis(4-(perfluorohexyl)phenol)